(pyridin-3-yl-methyl)benzamide N1=CC(=CC=C1)CC1=C(C(=O)N)C=CC=C1